C(C)(=O)N1CC(C(CC1)CN1N=CC(=C1C(=O)NC1=NC=C(C=C1F)C#CC1=CC=CC=C1)Cl)(F)F 1-((1-acetyl-3,3-difluoropiperidin-4-yl)methyl)-4-chloro-N-(3-fluoro-5-(phenylethynyl)pyridin-2-yl)-1H-pyrazole-5-carboxamide